[N-](S(=O)(=O)C(F)(F)F)S(=O)(=O)C(F)(F)F.CN1C(CCC1)CCCC N-methylbutylpyrrolidine bis(trifluoromethylsulfonyl)imide salt